C(CCCCC)N(CCC(C)O)CCCCCC 4-(dihexylamino)-2-butanol